Cl.COC(=O)C1=CC=C(C=C1)C1=CC(=C(C=C1)N1C(N(C2=NC=CC=C21)[C@H]2CNCC2)=O)C (R)-3'-methyl-4'-(2-oxo-3-(pyrrolidin-3-yl)-2,3-dihydro-1H-imidazo[4,5-b]pyridin-1-yl)-[1,1'-biphenyl]-4-carboxylic acid methyl ester hydrochloride